C(#N)C1=CNC2=C(C=CC(=C12)C)NS(=O)(=O)C=1C=NN(C1)CCC(C)(C)O N-(3-cyano-4-methyl-1H-indol-7-yl)-1-(3-hydroxy-3-methyl-butyl)pyrazole-4-sulfonamide